tert-butyl 3-((4-(4-((1-(tert-butyl)-1H-1,2,3-triazole-4-carboxamido)methyl)-3-methylphenyl)pyridin-3-yl)oxy)azetidine-1-carboxylate C(C)(C)(C)N1N=NC(=C1)C(=O)NCC1=C(C=C(C=C1)C1=C(C=NC=C1)OC1CN(C1)C(=O)OC(C)(C)C)C